methan-d3-ol-d C(O[2H])([2H])([2H])[2H]